BrC1=C(C(=CC(=C1)Br)F)F 1,5-dibromo-2,3-difluorobenzene